Cl.NC1C(N(C2=C(C=CC=C2)C2(CC2)C1)C)=O 3-amino-1-methyl-1,2,3,4-tetrahydrospiro[1-benzazepine-5,1-cyclopropane]-2-one hydrochloride